(1r,4r)-4-((5-([1,2,4]triazolo[4,3-a]pyridin-6-yl)-4-methoxypyrrolo[2,1-f][1,2,4]triazin-2-yl)amino)-1-methylcyclohexan-1-ol N=1N=CN2C1C=CC(=C2)C=2C=CN1N=C(N=C(C12)OC)NC1CCC(CC1)(O)C